3-[2-[[6-[(1R)-1-hydroxyethyl]-8-piperidin-1-ylpyrido[3,4-d]pyrimidin-2-yl]amino]-7,8-dihydro-5H-1,6-naphthyridin-6-yl]propan-1-ol O[C@H](C)C1=CC2=C(N=C(N=C2)NC2=NC=3CCN(CC3C=C2)CCCO)C(=N1)N1CCCCC1